(1-phenylethyl)ethan-1-imine C1(=CC=CC=C1)C(C)C(C)=N